(2S,5R)-7-oxo-2-(N-(2-(piperidin-1-yl) acetyl) carbamimidoyl)-1,6-diazabicyclo[3.2.1]octan-6-yl hydrogen sulfate S(=O)(=O)(ON1[C@@H]2CC[C@H](N(C1=O)C2)C(NC(CN2CCCCC2)=O)=N)O